1-ETHOXY-4-(ISOCYANOMETHYL)BENZENE C(C)OC1=CC=C(C=C1)C[N+]#[C-]